(5S)-3-Oxo-2-{[6-(trifluoromethyl)pyridin-3-yl]methyl}-2,5,6,7-tetrahydro-3H-pyrrolo[2,1-c][1,2,4]triazole-5-carboxylic acid O=C1N2C(=NN1CC=1C=NC(=CC1)C(F)(F)F)CC[C@H]2C(=O)O